n-nonanoyl beta-D-glucopyranoside O([C@H]1[C@H](O)[C@@H](O)[C@H](O)[C@H](O1)CO)C(CCCCCCCC)=O